C(C(=C)C)(=O)OC1=CC=C(C(=O)C2=CC=C(C=C2)OC(C(=C)C)=O)C=C1 4,4'-dimethacryloyloxybenzophenone